methyl 2-((5-chloro-2-fluoro-4-iodophenyl)amino)-3,4-difluoro-5-formylbenzoate ClC=1C(=CC(=C(C1)NC1=C(C(=O)OC)C=C(C(=C1F)F)C=O)F)I